C(C)(C)(C)[Sn](N(C)C)(N(C)C)N(C)C t-butyltris(dimethylamino)tin